(E)-4-hydroxy-3-methyl-N'-(3,4-dimethoxybenzylidene)benzofuran-2-carbohydrazide OC1=CC=CC2=C1C(=C(O2)C(=O)N/N=C/C2=CC(=C(C=C2)OC)OC)C